FC1=C(C=CC=2NC(=NC21)CNC2=NC(=NC=1N2N=CC1)N1CCN(CC1)C(=O)OC(C)(C)C)F tert-butyl 4-[4-[(4,5-difluoro-1H-benzimidazol-2-yl)methylamino]pyrazolo[1,5-a][1,3,5]triazin-2-yl]piperazine-1-carboxylate